N([C@@H](CCCNC(N)=N)C(=O)O)C(CC(=O)[O-])C(=O)[O-] 3-argininosuccinate